N-[(1S,2S)-2-hydroxycyclohexyl]-4-methyl-3-[(5-methylpyridin-3-yl)ethynyl]benzamide O[C@@H]1[C@H](CCCC1)NC(C1=CC(=C(C=C1)C)C#CC=1C=NC=C(C1)C)=O